(S)-5,6-dichloro-1'-glycylspiro[indoline-3,3'-pyrrolidin]-2-one ClC=1C=C2C(=CC1Cl)NC([C@]21CN(CC1)C(CN)=O)=O